bicyclo[4.2.0]octane-1(6),2,4-triene-3-ylmethanol C1=2C=C(C=CC2CC1)CO